6-cyano-8-(2-phenylpropane-2-yl)-3,8-diazabicyclo[3.2.1]oct-6-ene-3-carboxylic acid tert-butyl ester C(C)(C)(C)OC(=O)N1CC2C=C(C(C1)N2C(C)(C)C2=CC=CC=C2)C#N